(S)-quinuclidin-3-yl (7-(1H-indol-6-yl)-3,3-dimethylchroman-4-yl)carbamate N1C=CC2=CC=C(C=C12)C1=CC=C2C(C(COC2=C1)(C)C)NC(O[C@@H]1CN2CCC1CC2)=O